ClC=1SC2=C(N1)C=C(C=C2)CN(C(=O)[C@H]2N(CCC2)[S@](=O)(=N)C2=CC=C(C=C2)C)C2CCC(CC2)(F)F (S)-N-((2-Chlorobenzo[d]thiazol-5-yl)methyl)-N-(4,4-difluorocyclohexyl)-1-((R)-4-methylphenylsulfonimidoyl)pyrrolidine-2-carboxamide